2-bromovinyl-2'-deoxyuridine BrC=C[C@@]1(C[C@H](O)[C@@H](CO)O1)N1C(=O)NC(=O)C=C1